C(C1CO1)OC(C1(C(C(=O)OCC2CO2)CCC=C1)C)=O endo-methyltetrahydrophthalic acid diglycidyl ester